CC1(C=CC2=C(O1)C(=CC(=C2)C3=COC4=C(C3=O)C=CC(=C4)O)O)C The molecule is a member of the class of 7-hydroxyisoflavones that is isoflavone with hydroxy groups at C-7 and C-3' positions and a 2,2-dimethylpyran ring fused to ring B across positions C-4' and C-5'. Isolated from the stem wood of Erythrina latissima, it exhibits antimicrobial and radical scavenging activities. It has a role as a metabolite, an antimicrobial agent and a radical scavenger.